COC1=CC=C(C=C1)C1=NNC=C1 3-(4-methoxyphenyl)-1H-pyrazole